ClC=1C(=C2N=CC=NC2=C(C1)C1=CC=C(C=C1)OC(F)(F)F)[C@H](CO)O (R)-1-(6-chloro-8-(4-(trifluoromethoxy)phenyl)quinoxalin-5-yl)ethane-1,2-diol